3-methylpiperazine-formic acid-1-tert-butyl ester C(C)(C)(C)OC(=O)N1CC(NCC1)C